C(=O)=[Rh]O carbonylrhodium hydroxide